Cl.C(C)C1(CNCCOC1)O 6-ethyl-1,4-oxazepan-6-ol hydrochloride